5-(4-(1-(2-(1-(4-(2,6-dioxopiperidin-3-yl)phenyl)piperidin-4-yl)ethyl)azetidin-3-yl)piperazin-1-yl)-2-((S)-1-(3-ethoxy-4-methoxyphenyl)-2-(methylsulfonyl)ethyl)isoindoline-1,3-dione O=C1NC(CCC1C1=CC=C(C=C1)N1CCC(CC1)CCN1CC(C1)N1CCN(CC1)C=1C=C2C(N(C(C2=CC1)=O)[C@H](CS(=O)(=O)C)C1=CC(=C(C=C1)OC)OCC)=O)=O